tert-butyl (R)-5-((6-(6-cyclopropyl-7-methoxyimidazo[1,2-b]pyridazin-3-yl)-3,5-difluoropyridin-2-yl)amino)-3,3-difluoropiperidine-1-carboxylate C1(CC1)C=1C(=CC=2N(N1)C(=CN2)C2=C(C=C(C(=N2)N[C@@H]2CC(CN(C2)C(=O)OC(C)(C)C)(F)F)F)F)OC